Sodium N-(cyclohexyl)-N-(2,2-difluoro-3β,7β-dihydroxy-5β-cholan-24-oyl)-2-amino-ethanesulfonate C1(CCCCC1)N(CCS(=O)(=O)[O-])C(CC[C@@H](C)[C@H]1CC[C@H]2[C@@H]3[C@H](C[C@@H]4C[C@H](C(C[C@]4(C)[C@H]3CC[C@]12C)(F)F)O)O)=O.[Na+]